C(C)C1(OC[C@H](O1)[C@@H]([C@@H](C(=O)O)NC(=O)OCC1=CC=CC=2C3=CC=CC=C3CC12)C)CC (2S,3R)-3-[(4R)-2,2-diethyl-1,3-dioxacyclopentan-4-yl]-2-(fluorenylmethoxycarbonyl-amino)butanoic acid